tert-butyl (5-chloro-1,3-thiazol-2-yl)prop-2-enoate ClC1=CN=C(S1)C(C(=O)OC(C)(C)C)=C